[(2S,5R)-5-(5-amino-9-fluoro-8-methoxy[1,2,4]triazolo[1,5-c]quinazolin-2-yl)-2-methylpiperidin-1-yl][3-(2-hydroxypropan-2-yl)cyclobutyl]methanone NC1=NC=2C=C(C(=CC2C=2N1N=C(N2)[C@@H]2CC[C@@H](N(C2)C(=O)C2CC(C2)C(C)(C)O)C)F)OC